ethyl 2-[1-(2-chlorophenyl)-1-(hydrazinecarbonyl)propan-2-yl]-5-methoxy-1-methyl-6-oxopyrimidine-4-carboxylate ClC1=C(C=CC=C1)C(C(C)C=1N(C(C(=C(N1)C(=O)OCC)OC)=O)C)C(=O)NN